propionic acid 3,7,11,15-tetramethylhexadecyl ester CC(CCOC(CC)=O)CCCC(CCCC(CCCC(C)C)C)C